C(C)(=O)OC1O[C@@H]([C@@H]([C@H]1OC(C)=O)F)[C@H](CC)OC(C)=O (3S,4S,5R)-5-((S)-1-acetoxypropyl)-4-fluorotetrahydrofuran-2,3-diyl diacetate